ClC1=CC=C(C=C1)C1=CC2=C(N=CN(C2=O)[C@H](C)C(C)(C)O)C(=N1)C=1C=NN(C1)C (R)-6-(4-chlorophenyl)-3-(3-hydroxy-3-methylbut-2-yl)-8-(1-methyl-1H-pyrazol-4-yl)pyrido[3,4-d]pyrimidin-4(3H)-one